FC=1C=C(C=CC1F)C1C2CN(C(C12)=O)C12CC(C1)(C2)C2=CC=NC=C2 6-(3,4-difluorophenyl)-3-(3-(pyridin-4-yl)bicyclo[1.1.1]pentan-1-yl)-3-azabicyclo[3.1.0]hexan-2-one